F[P-](F)(F)(F)(F)F.C1(=CC=CC=C1)[Sn+3].F[P-](F)(F)(F)(F)F.F[P-](F)(F)(F)(F)F phenyl-tin hexafluorophosphate